C1=CC=C2C(=C1)C(C(=O)N2)CC(=O)N[C@@H](CC(=O)O)C(=O)O The molecule is an N-acyl-L-aspartic acid in which the acyl group is specified as 2-oxindole-3-acetyl. It has a role as a Brassica napus metabolite. It is a member of oxindoles and a N-acyl-L-aspartic acid. It derives from a 2-oxindole-3-acetic acid.